FC=1C=C(C=CC1OC)CC(=O)NC1CCN(CC1)C1=NC(=CC(=N1)C)NC1=NNC(=C1)C 2-(3-fluoro-4-methoxyphenyl)-N-(1-(4-methyl-6-((5-methyl-1H-pyrazol-3-yl)amino)pyrimidin-2-yl)piperidin-4-yl)acetamide